C1N(CC12CCNC2)C=2C=C1CN(C(C1=CC2)=O)C2C(NC(CC2)=O)=O 3-[5-(2,7-diazaspiro[3.4]octan-2-yl)-1-oxo-isoindolin-2-yl]piperidine-2,6-dione